C(=O)(OC1CCC(CC1)C(C)(C)C)OOC(=O)OC1CCC(CC1)C(C)(C)C bis(p-t-butylcyclohexyl) peroxydicarbonate